2-[3-(3,5-dibromophenyl)ureido]-N-(3-hydroxy-propyl)benzamide BrC=1C=C(C=C(C1)Br)NC(NC1=C(C(=O)NCCCO)C=CC=C1)=O